ClC=1C(=C(C=CC1Cl)NC=1C2=C(N=CN1)C=NC(=C2)OC2CCN(CC2)C(C=C)=O)F 1-(4-((4-((3,4-dichloro-2-fluorophenyl)amino)pyrido[3,4-d]pyrimidin-6-yl)oxy)-piperidin-1-yl)prop-2-en-1-one